FC(C=1C=C(OP2=NP(=NP=N2)OCC)C=CC1)(F)F 2-(3-(trifluoromethyl)phenoxy)-6-ethoxy-cyclotriphosphazene